O.[K+].[K+].[K+].OC(C(=O)[O-])C(O)(C(=O)[O-])CC(=O)[O-].[K+] potassium hydroxycitrate tripotassium monohydrate